3,4-dihydro-5-[4-(1-piperidinyl)butoxy]-1(2H)-isoquinolone N1(CCCCC1)CCCCOC1=C2CCNC(C2=CC=C1)=O